C(C)(CC)C1C(NC2=C(CN1C(=O)NC1CN(CC1)CCO)C=C(C=C2)F)=O 3-(sec-butyl)-7-fluoro-N-(1-(2-hydroxyethyl)pyrrolidin-3-yl)-2-oxo-1,2,3,5-tetrahydro-4H-benzo[1,4]diazepine-4-carboxamide